FC=1C=C(CC=2C(=NN(C2C)C=2SC=C(N2)C(=O)OCC)C2=CC=C(C=C2)F)C=CC1S(N)(=O)=O ethyl 2-(4-(3-fluoro-4-sulfamoylbenzyl)-3-(4-fluorophenyl)-5-methyl-1H-pyrazol-1-yl)thiazole-4-carboxylate